C(#N)C=1C(OC(C1C)(C)C)=C(C#N)C#N 2-(3-cyano-4,5,5-trimethylfuran-2(5H)-ylidene)malononitrile